C1(CC1)N1CCC(CC1)N1CCC(CC1)C=1C=C(C2=C(NC(=N2)C2=CC(=C(C=C2)OC)OC)C1)F 6-(1'-Cyclopropyl-[1,4'-bipiperidin]-4-yl)-2-(3,4-dimethoxyphenyl)-4-fluoro-1H-benzo[d]imidazol